C1(CCCCC1)NC(C1=C(C=C(C=C1\C=C\C1=CC=C(C=C1)OCC(N1CCCCC1)=O)OC)OC)=O (E)-N-cyclohexyl-2,4-dimethoxy-6-(4-(2-oxo-2-(piperidin-1-yl)ethoxy)styryl)benzamide